2-(6-(((1R,3S,5S)-1,5-dimethyl-8-azabicyclo[3.2.1]octan-3-yl)(methyl)amino)pyridazin-3-yl)-5-(1-(fluoromethyl)-1H-pyrazol-4-yl)phenol C[C@]12CC(C[C@](CC1)(N2)C)N(C2=CC=C(N=N2)C2=C(C=C(C=C2)C=2C=NN(C2)CF)O)C